OCCCCCCC(C(=O)O)=C.C(C=C)(=O)OCCCCCCO hydroxyhexyl acrylate (hydroxyhexyl acrylate)